C(C1=CC=CC=C1)OC1C(CC1)=O (benzyloxy)-1-cyclobutanone